OC(CCC[C@@H](C)[C@H]1CC[C@H]2C(CCC([C@H]12)C)O)(C)C (1R,3aR,7aR)-1-((R)-6-hydroxy-6-methylhept-2-yl)-7-methyl-octahydro-1H-inden-4-ol